Decyl 3-{N-[3-(dimethylamino)propyl]2-hexyldecanesulfonamido}dodecanoate CN(CCCN(S(=O)(=O)CC(CCCCCCCC)CCCCCC)C(CC(=O)OCCCCCCCCCC)CCCCCCCCC)C